5-(4-(((4-benzylpiperazin-1-yl)methyl)pyridin-2-yl)-1-oxoisoindolin-2-yl)piperidine-2,6-dione C(C1=CC=CC=C1)N1CCN(CC1)CC=1C(=NC=CC1)C1=C2CN(C(C2=CC=C1)=O)C1CCC(NC1=O)=O